Cl.NCC1N(C2=CC=CC=C2N(C1)C1=CC=C(C=C1)C(F)(F)F)CCC(=O)O 3-(2-(aminomethyl)-4-(4-(trifluoromethyl)phenyl)-3,4-dihydroquinoxalin-1(2H)-yl)propanoic acid hydrochloride